N-(3-((5-bromo-2-((2-ethyl-4-(4-methylpiperazin-1-yl)phenyl)amino)pyrimidin-4-yl)amino)propyl)azetidine-1-carboxamide BrC=1C(=NC(=NC1)NC1=C(C=C(C=C1)N1CCN(CC1)C)CC)NCCCNC(=O)N1CCC1